8-cyclopentyl-6-hydroxy-2-((1-(methylsulfonyl)piperidin-4-yl)amino)pterin C1(CCCC1)N1C=C(N=C2C(NC(N=C12)(N)NC1CCN(CC1)S(=O)(=O)C)=O)O